NC1=CC(=C(C(=O)NC=2C=C3C(=C(N2)N2CCC(CC2)(F)F)OC=C3)C=C1)N1CCC(CC1)=C(F)F 4-amino-2-(4-(difluoromethylene)piperidin-1-yl)-N-(7-(4,4-difluoropiperidin-1-yl)furo[2,3-c]pyridin-5-yl)benzamide